methyl 2-(4-bromo-2-((2-(((6-bromo-5-fluoropyridin-2-yl)oxy)methyl)-5-cyanophenethoxy)methyl)phenyl)acetate BrC1=CC(=C(C=C1)CC(=O)OC)COCCC1=C(C=CC(=C1)C#N)COC1=NC(=C(C=C1)F)Br